C(C)(CC)C1=NC=C(C(=C1)OC=1C(=NC(=NC1)N)N)C(C)C 5-((2-(sec-butyl)-5-isopropylpyridin-4-yl)oxy)pyrimidine-2,4-diamine